4-(1,2-dihydroxyethyl)coumarin OC(CO)C1=CC(OC2=CC=CC=C12)=O